C(#N)C1=CC=2N(C=C1C(N(C)C1=CC=C(C=C1)F)=O)C(=CN2)C=2C=CC(=NC2)NC(OC)=O methyl N-[5-[7-cyano-6-[(4-fluorophenyl)-methyl-carbamoyl]imidazo[1,2-a]pyridin-3-yl]-2-pyridyl]carbamate